C#CCCC#C 1,5-hexadiyne